CC(C=C1OC2=C(C1=O)C=CC=C2)C 2-(2-methylpropylidene)benzofuran-3(2H)-one